C=12C=3C4=C(N=CN(C4=CC1)N2)N2C(C=CC3)=CC=CC=C2 1,4-epiminoazepino[1',2':1,8]azocino[2,3,4-de]quinazoline